CC1=CC[C@@]2([C@H]1C2)[C@@H](C)CCC=C(C)C The molecule is a sesquiterpene that consists of (1S,5R)-2-methylbicyclo[3.1.0]hex-2-ene having a (2S)-6-methylhept-5-en-2-yl group attached at position 5. It has a role as a metabolite.